C(C)(C)(C)C=1C(=NC=CC1F)Br tert-butyl-2-bromo-4-fluoropyridine